[4-(BUT-3-EN-2-YLOXY)-3-METHYLPHENYL]BORANEDIOL CC(C=C)OC1=C(C=C(C=C1)B(O)O)C